C(C1=CC=CC=C1)C1(C[C@@H]2[C@@H](CN(C2)CC(=O)C2=CC(=C(C=C2)O)F)C1)O 2-((3aR,5r,6aS)-5-benzyl-5-hydroxyhexahydrocyclopenta[c]pyrrol-2(1H)-yl)-1-(3-fluoro-4-hydroxyphenyl)ethanone